C(C)(C)C1=NC=CC=C1C1=NC=C2NC(N(C2=N1)CC1=CC=C(C=C1)C=1N(C=C(N1)C(F)(F)F)C([2H])([2H])[2H])=O 2-(2-isopropylpyridin-3-yl)-9-(4-(1-(methyl-d3)-4-(trifluoromethyl)-1H-imidazol-2-yl)benzyl)-7,9-dihydro-8H-purin-8-one